OC1=C(C(=O)N)C=CC(=C1)CNC1=CC=CC=C1 hydroxy-4-((phenylamino)methyl)benzamide